FC=1C=C(CCC2=NC3=C(N2CCN2CCOCC2)C=CC(=C3)C3=CC=CC=C3)C=CC1OCC#C 4-(2-(2-(3-fluoro-4-(prop-2-yn-1-yloxy)phenethyl)-5-phenyl-1H-benzo[d]imidazol-1-yl)ethyl)morpholine